C(C)(C)(C)P(C1=C(C=CC=C1)C=1C(=CC=CC1)N(C)C)C(C)(C)C 2'-(di-tert-butylphosphino)-N,N-dimethyl-[1,1'-biphenyl]-2-amine